CC1(C(C(CCC1)(C)C)S)C 2,2,6,6-tetramethylcyclohexylmercaptan